2-(Prop-1-yn-1-yl)quinazolin-6-carbaldehyde C(#CC)C1=NC2=CC=C(C=C2C=N1)C=O